4-(2-(methylthio)-8,9-dihydroimidazo[1',2':1,6]pyrido[2,3-d]pyrimidin-6-yl)-N-(4-(trifluoromethyl)pyridin-2-yl)benzamide CSC=1N=CC2=C(N1)N1C(C(=C2)C2=CC=C(C(=O)NC3=NC=CC(=C3)C(F)(F)F)C=C2)=NCC1